2-amino-1-(8-chloro-7-fluoro-2,3-dihydro-4H-benzo[b][1,4]oxazin-4-yl)ethan-1-one trifluoroacetic acid salt FC(C(=O)O)(F)F.NCC(=O)N1C2=C(OCC1)C(=C(C=C2)F)Cl